FC1=CC=C(C=C1)SC1=CC2=C(NC(=N2)\C(\C)=N/NC(=S)NC2=CC=C(C=C2)F)C=C1 (Z)-1-(1-(5-(4-fluorophenylthio)-1H-benzo[d]imidazol-2-yl)ethylidene)-4-p-fluorophenylthiosemicarbazide